C1(=CC(=CC=C1)CO)CO 1,3-phenylenedimethanol